S1C(NC(C1[2H])=O)=O (5-2H)-1,3-THIAZOLIDINE-2,4-DIONE